ClC=1C=C(C2=C(CC(O2)(C)C)C1)COC1=C(C(=C(C=C1)C=CC(=O)N[C@H]1[C@@H](C1)F)C)C 3-(4-((5-chloro-2,2-dimethyl-2,3-dihydrobenzofuran-7-yl)methoxy)-2,3-dimethylphenyl)-N-((1R,2R)-2-fluorocyclopropyl)acrylamide